NC1=CC(=C(C(=N1)C1=C(C=C2C(=NC(=NC2=C1)NC)N1CCNCC1)Cl)C(F)(F)F)C 4-[7-[6-amino-4-methyl-3-(trifluoromethyl)pyridin-2-yl]-6-chloro-2-(methylamino)quinazolin-4-yl]piperazin